3-(methacryloxy)propyltriethoxysilane C(C(=C)C)(=O)OCCC[Si](OCC)(OCC)OCC